2-(4-(4-((7-bromo-2-(2,6-dioxopiperidin-3-yl)-1,3-dioxoisoindolin-5-yl)methyl)piperazin-1-yl)phenyl)-2H-indazole-7-carboxamide BrC=1C=C(C=C2C(N(C(C12)=O)C1C(NC(CC1)=O)=O)=O)CN1CCN(CC1)C1=CC=C(C=C1)N1N=C2C(=CC=CC2=C1)C(=O)N